NC1CC2(CN(C2)C2=C(C=C(C=C2)NC2=NC=C(C(=N2)NC2=C(C=CC=C2)P(C)(C)=O)F)C)C1 (2-((2-((4-(6-amino-2-azaspiro[3.3]heptan-2-yl)-3-methylphenyl)amino)-5-fluoropyrimidin-4-yl)amino)phenyl)dimethylphosphine oxide